C=1(C(=CC=C2C=CC=CC12)C1=CC2=CC=CC=C2C=C1)N 2,2'-binaphthyl-amine